tert-butyl 4-((3,4-difluorophenyl)amino)-4-(4-ethoxy-4-oxobutyl)piperidine-1-carboxylate FC=1C=C(C=CC1F)NC1(CCN(CC1)C(=O)OC(C)(C)C)CCCC(=O)OCC